C(C)(C)(C)OC(CCC=1C=CC(=NC1)N1CCC(CC1)C(=O)OCC)=O ethyl 1-(5-(3-(tert-butoxy)-3-oxopropyl)pyridin-2-yl)piperidine-4-carboxylate